C(C)(=O)OC1CCC(CC1)C(C)(C)C 4-tert-Butylcyclohexyl acetate